CC=1CC(N(N1)C1=CC=CC=C1)=O 5-Methyl-2-phenyl-4H-pyrazol-3-on